2-(4-chloro-3-(1H-indol-2-yl)phenyl)ethan-1-amine hydrochloride Cl.ClC1=C(C=C(C=C1)CCN)C=1NC2=CC=CC=C2C1